4,5-dibromo-1,2,3-triazine BrC1=NN=NC=C1Br